CC(=O)N[C@@H]1[C@H]([C@@H]([C@H](O[C@@H]1O[C@@H]2[C@H](O[C@H]([C@H]([C@H]2O)O)O)CO)CO)O)O The molecule is an amino disaccharide consisting of 2-acetamido-2-deoxy-alpha-D-glucopyranose and beta-D-mannopyranose residues joined in sequence by a (1->4) glycosidic bond. It is a member of acetamides, an amino disaccharide and a glycosylmannose derivative. It derives from a N-acetyl-alpha-D-glucosamine and a beta-D-mannose.